[3-[4-(2-Chloro-4-methylsulfonyl-phenyl)phenyl]azetidin-1-yl]-[(3S)-3-(1H-1,2,4-triazol-5-yl)pyrrolidin-1-yl]methanone ClC1=C(C=CC(=C1)S(=O)(=O)C)C1=CC=C(C=C1)C1CN(C1)C(=O)N1C[C@H](CC1)C1=NC=NN1